2-[[5-(trifluoromethyl)-2-[2-(trifluoromethyl)pyrimidin-5-yl]-4-pyridinyl]methylcarbamoyl]-3-azabicyclo[2.1.1]hexane-3-carboxylic acid tert-butyl ester C(C)(C)(C)OC(=O)N1C(C2CC1C2)C(NCC2=CC(=NC=C2C(F)(F)F)C=2C=NC(=NC2)C(F)(F)F)=O